ClC1=C(C=CC(=C1)C(F)(F)F)N1CC(CC1)C=1C(=C(C(=O)NS(=O)(=O)C2=CC=CC=C2)C=CC1)F 3-(1-(2-chloro-4-(trifluoromethyl)phenyl)pyrrolidin-3-yl)-2-fluoro-N-(phenylsulfonyl)benzamide